(S)-2-hydroxy-3-((7-(5-methyl-1,2,4-oxadiazol-3-yl)isoquinolin-1-yl)amino)-N-(1-methyl-5-pentyl-1H-pyrazol-3-yl)acrylamide OC(C(=O)NC1=NN(C(=C1)CCCCC)C)=CNC1=NC=CC2=CC=C(C=C12)C1=NOC(=N1)C